4-(1-(4-methoxyphenyl)-3-methyl-3-(4-methyl-1H-pyrazol-1-yl)butyl)benzonitrile COC1=CC=C(C=C1)C(CC(C)(N1N=CC(=C1)C)C)C1=CC=C(C#N)C=C1